(S)-2-methoxy-5-(4-((1-(4-methylpiperazin-1-yl)-1-oxopropan-2-yl)amino)quinazolin-6-yl)nicotinic acid 4-cyanophenyl ester C(#N)C1=CC=C(C=C1)OC(C1=C(N=CC(=C1)C=1C=C2C(=NC=NC2=CC1)N[C@H](C(=O)N1CCN(CC1)C)C)OC)=O